C(C)(=O)CN1C([NH+](CCC1)C)C 3-acetylmethyl-1,2-dimethyl-1,4,5,6-tetrahydropyrimidinium